ClC=1C=CC(=NC1)[C@H]1COC2=C(O1)C(=CC=C2)C2CCNCC2 (S)-5-chloro-2-(8-(piperidin-4-yl)-2,3-dihydrobenzo[b][1,4]dioxin-2-yl)Pyridine